ClC=1C=C(C=CC1)N1[C@H]([C@H]2[C@@H]([C@H]2C1)C1=NOC(=N1)CN1C=NC=2N=CN(C2C1=O)C)C 1-((3-((1R,2S,5S,6R)-3-(3-chlorophenyl)-2-methyl-3-azabicyclo[3.1.0]hex-6-yl)-1,2,4-oxadiazol-5-yl)methyl)-7-methyl-1,7-dihydro-6H-purin-6-one